3-(2-Methyl-10-((1-methyl-1H-imidazol-2-yl)methoxy)-4-oxo-5,6-dihydro-2H-2,6-methanobenzo[g][1,3,5]oxadiazocin-3(4H)-yl)-N-(4-methylphenethyl)benzamid CC12OC3=C(C(NC(N1C=1C=C(C(=O)NCCC4=CC=C(C=C4)C)C=CC1)=O)C2)C=CC=C3OCC=3N(C=CN3)C